3-(2-(3-(4-methoxy-3-(1H-pyrazol-5-yl)phenyl)azetidin-1-yl)-2-oxoethyl)pyrrolidine-1-carbonitrile COC1=C(C=C(C=C1)C1CN(C1)C(CC1CN(CC1)C#N)=O)C1=CC=NN1